pentacyclo[6.5.1.13,6.02,7.09,13]Pentadec-4-ene C12C3C4C=CC(C3C(C3CCCC31)C2)C4